methyl 5-(3-cyclopropylphenoxy)-3-ethyl-pyridazine-4-carboxylate C1(CC1)C=1C=C(OC=2C(=C(N=NC2)CC)C(=O)OC)C=CC1